C(CCCCC)C1=CC(=C(C(=C1C(=O)O)O)[C@@H]1C=C(CC[C@H]1C(=C)C)C)O 6-hexyl-2,4-dihydroxy-3-[(1R,6R)-3-methyl-6-(prop-1-en-2-yl)cyclohex-2-en-1-yl]benzoic acid